CN(C(COC1=NC=C(C(=O)NC2CCC(CC2)OC2=C3C=CC=NC3=CC(=N2)N2CCOCC2)C=C1)=O)C 6-(2-(dimethylamino)-2-oxoethoxy)-N-((1s,4s)-4-((7-morpholino-1,6-naphthyridin-5-yl)oxy)cyclohexyl)nicotinamide